CC=1N=C2N(N=C(C=C2C)C=2C=C3C=NN(C(C3=C(C2)F)=O)C2CCNC3(CC3)C2)C1 6-(2,8-dimethylimidazo[1,2-b]pyridazin-6-yl)-8-fluoro-2-(4-azaspiro[2.5]octan-7-yl)phthalazin-1(2H)-one